N6-[(2-iodothien-3-yl)methyl]adenosine IC=1SC=CC1CNC=1C=2N=CN([C@H]3[C@H](O)[C@H](O)[C@@H](CO)O3)C2N=CN1